[N+](=O)([O-])C1=CC=C(C=C1)C1=C(C=CC=C1)S(=O)(=O)N 4-nitrophenylbenzenesulfonamide